ClC1=C(C(=CC=C1)F)CC(=O)NC1=CC(=NC=C1)N(C(C)=O)C1=C(C=CC=C1)C(F)F N-{4-[2-(2-chloro-6-fluorophenyl)acetamido]pyridin-2-yl}-N-[2-(difluoromethyl)phenyl]acetamide